COCCN1C=NC=2C1=NC(=CC2N2CCOCC2)N2N=C(C=C2C(=O)N(C)C)C=2C=C(C=CC2)C 1-(3-(2-methoxyethyl)-7-morpholino-3H-imidazo[4,5-b]pyridin-5-yl)-N,N-dimethyl-3-(m-tolyl)-1H-pyrazole-5-carboxamide